NC1=NN(C=C1)C1=C(C#N)C=CC=C1 2-(3-amino-1H-pyrazol-1-yl)benzonitrile